N-(1-(1H-benzo[d]imidazol-2-yl)-4-(2-chloroacetimidamido)butyl)-2-naphthamide N1C(=NC2=C1C=CC=C2)C(CCCNC(CCl)=N)NC(=O)C2=CC1=CC=CC=C1C=C2